rac-(3aR,7S,7aS)-7-(3-bromo-4-(trifluoromethyl)phenyl)hexahydroisobenzofuran-1(3H)-one BrC=1C=C(C=CC1C(F)(F)F)[C@H]1CCC[C@H]2COC([C@@H]12)=O |r|